The molecule is a flavonoid oxoanion obtained by deprotonation of the 5-hydroxy group of 7-O-methylvitexin 2''-O-alpha-L-rhamnoside. It is the major microspecies at pH 7.3 (according to Marvin v 6.2.0.). It is a conjugate base of a 7-O-methylvitexin 2''-O-alpha-L-rhamnoside. C[C@H]1[C@@H]([C@H]([C@H]([C@@H](O1)O[C@@H]2[C@H]([C@@H]([C@H](O[C@H]2C3=C(C=C(C4=C3OC(=CC4=O)C5=CC=C(C=C5)O)[O-])OC)CO)O)O)O)O)O